CC1=CC(=C(C=C1)C1=C(C=2C(=NC=CC2)N1)C=O)C=1C=NC=CC1 2-(4-methyl-2-(pyridin-3-yl)phenyl)-1H-pyrrolo[2,3-b]pyridine-3-carbaldehyde